1-methyl-1H-pyrazole-5-sulfonamide CN1N=CC=C1S(=O)(=O)N